CN(C(=O)N1CCN(CC1)C=1C=C(C=C2C(N(C=3N(C12)[C@@H](CN3)C)CC=3C=NN(C3)C)=O)S(NC3(CC3)C)(=O)=O)C N,N-dimethyl-4-[(1R)-1-methyl-7-[(1-methylcyclopropyl)sulfamoyl]-4-[(1-methylpyrazol-4-yl)methyl]-5-oxo-1H,2H-imidazo[1,2-a]quinazolin-9-yl]piperazine-1-carboxamide